C1=CC=CC=2C=C(C3=C(OC4=C3C=CC=C4)C12)B(O)O naphtho[1,2-b]benzofuran-6-boronic acid